5-(2-Chlorobenzyl)-3-cyclopropyl-4-oxo-4,5,6,7-tetrahydropyrazolo[1,5-a]pyrazine-2-carboxylic acid (5-trifluoromethyl[1,3,4]oxadiazol-2-yl)amide FC(C1=NN=C(O1)NC(=O)C1=NN2C(C(N(CC2)CC2=C(C=CC=C2)Cl)=O)=C1C1CC1)(F)F